C1(CC1)[C@@H](C1=NC=2N(C=C1)C=C(N2)[C@@H](NC(C2=CC(=NC=C2)CC(F)(F)F)=O)C2CCC(CC2)(F)F)NC(C[C@@H](C(F)(F)F)C)=O |o1:39| N-((S)-(7-((S)-Cyclopropyl((S*)-4,4,4-trifluoro-3-methylbutanamido)methyl)imidazo[1,2-a]pyrimidin-2-yl)(4,4-difluorocyclohexyl)methyl)-2-(2,2,2-trifluoroethyl)isonicotinamide